F[C@@H]1C[C@H](N(C1)C(CCN1N=NC=C1)=O)C(=O)N[C@H](C1=CC=C(C=C1)C(C)C)C1=CC=CC=C1 (2S,4R)-4-fluoro-N-[(S)-phenyl[4-(propan-2-yl)phenyl]methyl]-1-[3-(1H-1,2,3-triazol-1-yl)propanoyl]pyrrolidine-2-carboxamide